C(C)(C)(C)OC(=O)N1C[C@@H](CC1O)C[C@@H]1N(C(OC1)(C)C)C(=O)OC(C)(C)C tert-butyl (4S)-4-(((3R)-1-(tert-butoxycarbonyl)-5-hydroxypyrrolidin-3-yl) methyl)-2,2-dimethyloxazolidine-3-carboxylate